C(CCCCCCCCCCC)OC=1C=C(C(=N)N)C=C(C1)OCCCCCCCCCCCC 3,5-bis(dodecyloxy)benzamidine